FC(C1=C(C=CC=C1)C1=NC(=NO1)[C@@H]1CC12CCN(CC2)S(=O)(=O)N)(F)F (1R)-1-{5-[2-(Trifluoromethyl)phenyl]-1,2,4-oxadiazol-3-yl}-6-azaspiro[2.5]octan-6-sulfonamid